NC[C@@](O)(C1CC1)C=1C=C2C(=C(N1)C1=C(C=C(C(=C1)Cl)F)F)OC[C@@]2(C(=O)N)C (R)-5-((S)-2-amino-1-cyclopropyl-1-hydroxyethyl)-7-(5-chloro-2,4-difluorophenyl)-3-methyl-2,3-dihydrofuro[2,3-c]pyridine-3-carboxamide